nonanediamine furandicarboxylate O1C(=C(C=C1)C(=O)O)C(=O)O.C(CCCCCCCC)(N)N